ClC=1C=C(C=CC1)C1=NC(=NC(=N1)C1=CC=C(C=C1)C1=CC(=CC(=C1)C1=NC(=NC(=N1)C1=CC=CC=C1)C1=CC=CC=C1)C1=CC=CC=C1)C1=CC=CC=C1 2-(3-chlorophenyl)-4-(5'-(4,6-diphenyl-1,3,5-triazin-2-yl)-[1,1':3',1''-terphenyl]-4-yl)-6-phenyl-1,3,5-triazine